C=12C=3N=NN=C(NN4CCC(CCCCCC=5CC=C(C=CC1)C25)C4)C3 pentazapentacyclo[15.6.1.12,6.18,11.020,24]hexacosa-1(23),2(26),3,5,17(24),19,21-heptaen